CC=1N=NC=C(C1)B1OC(C)(C)C(C)(C)O1 3-Methylpyridazine-5-boronic acid pinacol ester